CC(CCCCCCCC)C(=O)O Decane-2-carboxylic acid